1-benzyl-3-(4,4,5,5-tetramethyl-1,3,2-dioxaborolan-2-yl)-1H-pyrrole C(C1=CC=CC=C1)N1C=C(C=C1)B1OC(C(O1)(C)C)(C)C